(Z)-1-acetyl-2-((6-(morpholine-4-carbonyl)-4-(4-phenoxyphenyl)-quinolin-2-yl)-methylene)indolin-3-one C(C)(=O)N1\C(\C(C2=CC=CC=C12)=O)=C/C1=NC2=CC=C(C=C2C(=C1)C1=CC=C(C=C1)OC1=CC=CC=C1)C(=O)N1CCOCC1